((2R,3R,4S,5S,6S)-3,4,5-tris(benzyloxy)-6-methoxytetrahydro-2H-pyran-2-yl)methanol C(C1=CC=CC=C1)O[C@@H]1[C@H](O[C@@H]([C@H]([C@H]1OCC1=CC=CC=C1)OCC1=CC=CC=C1)OC)CO